C12(CC(C1)C2)C(N2C(N[C@](CC2=O)(C)C(C)C)=[NH2+])C2=CC(=CC=C2)C(N[C@H]2CCOC1=CC=CC=C21)=O [(4S)-1-[1-bicyclo[1.1.1]pentanyl-[3-[[(4S)-chroman-4-yl]carbamoyl]phenyl]methyl]-4-isopropyl-4-methyl-6-oxo-hexahydropyrimidin-2-ylidene]ammonium